5-bromo-2,3-dihydrospiro[indene-1,4'-piperidine]-1'-carboxylic acid tert-butyl ester C(C)(C)(C)OC(=O)N1CCC2(CC1)CCC1=CC(=CC=C12)Br